2,2-difluoroethyl trifluoromethanesulphonate FC(S(=O)(=O)OCC(F)F)(F)F